1-((3R,5R,8S,9S,10S,13S,14S,17S)-3-(ethoxymethyl)-10-ethyl-3-hydroxy-13-methylhexadecahydro-1H-cyclopenta[a]phenanthren-17-yl)-2-(2H-1,2,3-triazol-2-yl)ethan-1-one C(C)OC[C@]1(CC[C@@]2([C@H]3CC[C@@]4([C@H](CC[C@H]4[C@@H]3CC[C@@H]2C1)C(CN1N=CC=N1)=O)C)CC)O